FC1CC(N(C1)C(CC1=CN=C(S1)C)=O)C(=O)NC(C1=CC=C(C=C1)C(C)C)C1=CC=CC=C1 4-fluoro-1-[2-(2-methyl-1,3-thiazol-5-yl)acetyl]-N-{phenyl-[4-(prop-2-yl)phenyl]methyl}pyrrolidine-2-carboxamide